1-[1-(2,2-difluoro-benzo[1,3]dioxolan-5-yl)-ethyl]-3-spiro[3.3]hept-2-yl-urea FC1(OC2=C(O1)C=CC(=C2)C(C)NC(=O)NC2CC1(C2)CCC1)F